hexadecylammonium iodide [I-].C(CCCCCCCCCCCCCCC)[NH3+]